4-(2-amino-ethyl)-N-(2-piperazin-1-yl-thiazol-5-yl)-benzamide hydrochloride Cl.NCCC1=CC=C(C(=O)NC2=CN=C(S2)N2CCNCC2)C=C1